C1(CCC1)CN[C@H]1CN(CCC1)C=1N=NC(=CC1)CN1N=NC(=C1)C=1C=2N(C=C(C1)OC)C=NC2 (R)-N-(cyclobutylmethyl)-1-(6-((4-(6-methoxyimidazo[1,5-a]pyridin-8-yl)-1H-1,2,3-triazol-1-yl)methyl)pyridazin-3-yl)piperidin-3-amine